2-(3-((1r,3r)-3-(5,7-difluoro-2-(4-fluorophenyl)-1H-indol-3-yl)cyclobutyl)ureido)acetamide FC=1C=C2C(=C(NC2=C(C1)F)C1=CC=C(C=C1)F)C1CC(C1)NC(NCC(=O)N)=O